2-[6-(trifluoromethyl)pyrazolo[4,3-b]pyridin-2-yl]-5,6,7,8-tetrahydroimidazo[1,2-a]pyridine-3-carboxylic acid FC(C1=CC=2C(N=C1)=CN(N2)C=2N=C1N(CCCC1)C2C(=O)O)(F)F